C(C)(C)(C)OC(=O)NC1=C(C=CC(=C1)OC)C(C(=O)OCC)=O ethyl 2-(2-tert-butoxycarbonylamino-4-methoxyphenyl)-2-oxoacetate